9-(2-Bromophenyl)-3,3,10,10-tetramethyl-2,3,4a,10-tetrahydro-1H-indeno[1,2-c]pyrazolo[1,2-a]pyrazol-1-one BrC1=C(C=CC=C1)C=1C=2C=CC=CC2C2N3N(C(C21)(C)C)C(CC3(C)C)=O